C1(=CC=CC=C1)C1=NC=C(C=N1)Cl phenyl-5-chloropyrimidin